S(=O)(=O)(OC)OCCC(F)(F)F methyl (3,3,3-trifluoro Propyl) sulfate